manganese-selenium [Se].[Mn]